[Na+].[Na+].O[B-]1([C@H]2C[C@H]2C2=CC=C(C(=C2C1)C(=O)O)OC1CN(C1)C(C[C@@H]1CNCCO1)=O)O.O[B-]1([C@H]2C[C@H]2C2=CC=C(C(=C2C1)C(=O)O)OC1CN(C1)C(C[C@@H]1CNCCO1)=O)O (2R,4S)-5,5-dihydroxy-9-(1-{[(2R)-morpholin-2-yl]acetyl}azetidin-3-yl)oxy-5-boranuidatricyclo[5.4.0.02,4]undeca-1(11),7,9-triene-8-carboxylic acid disodium salt